CN(C)C=NNC(=O)C1=CC=CC(=N1)NC(=O)C=1C(=NN(C1)C)OC N-(6-(2-((dimethylamino)methylene)hydrazine-1-carbonyl)pyridin-2-yl)-3-methoxy-1-methyl-1H-pyrazole-4-carboxamide